C(C1=CC=CC=C1)=C1C(C2(CCC1C2(C)C)CS(=O)(=O)O)=O benzylenecamphorsulfonic acid